NC=1SC2=C(C(=CC(=N2)N2C(NC[C@H]2C(=O)N(C)C2=C(C(=C(C=C2)F)Cl)F)=O)C(F)(F)F)N1 {(4S)-3-[2-amino-7-(trifluoromethyl)(1,3-thiazolo[4,5-e]pyridin-5-yl)]-2-oxoimidazolidin-4-yl}-N-(3-chloro-2,4-difluorophenyl)-N-methylformamide